8-(4-fluoro-2-methylphenyl)-9-(4-((1-(3-fluoropropyl)azetidin-3-ylidene)methyl)-3-(trifluoromethyl)phenyl)-6,7-dihydro-5H-benzo[7]annulene-3-carboxylic acid FC1=CC(=C(C=C1)C=1CCCC2=C(C1C1=CC(=C(C=C1)C=C1CN(C1)CCCF)C(F)(F)F)C=CC(=C2)C(=O)O)C